FC=1C=C2C=CC(=NC2=CC1)C(=O)NC12CC(C1)(C2)C=2OC(=NN2)C2(CCC2)OC(F)(F)F 6-Fluoro-N-[1-[5-[3-cis-(trifluoromethoxy)cyclobutyl]-1,3,4-oxadiazol-2-yl]-3-bicyclo[1.1.1]pentanyl]quinoline-2-carboxamide